C1(CC1)S(=O)(=O)N1N=CC(=C1)C1=NC=CC(=N1)C1(NC=C(C(=C1)NC1CCC(CC1)CC(F)F)C1=NN(C=C1)C(F)F)N 2-(2-(1-(Cyclopropylsulfonyl)-1H-pyrazol-4-yl)pyrimidin-4-yl)-N4-((1s,4s)-4-(2,2-difluoroethyl)cyclohexyl)-5-(1-(difluoromethyl)-1H-pyrazol-3-yl)pyridine-2,4-diamine